NC1=NC=C(C2=C1C(=NN2[C@@H]2CN(CC2)C(C=C)=O)C#CC2=CC1=C(N(C=N1)CC)C=C2F)C(CC)=O (S)-1-(3-(4-amino-3-((1-ethyl-6-fluoro-1H-benzo[d]imidazol-5-yl)ethynyl)-7-propionyl-1H-pyrazolo[4,3-c]pyridin-1-yl)pyrrolidin-1-yl)prop-2-en-1-one